ClC1=NC(=CC(=C1)C=1C(=NN2C1N=C(C=C2)N2CC(OCC2)CCN(C)C)C=2C=C(C#N)C=CC2)C 3-[3-(2-chloro-6-methyl-4-pyridinyl)-5-[2-[2-(dimethylamino)ethyl]morpholin-4-yl]pyrazolo[1,5-a]pyrimidin-2-yl]benzonitrile